(1)benzopyrano(2,3-d)pyrimidine N1=CN=CC2=C1OC1=C(C2)C=CC=C1